ClC=1C=C2C(=NC(=NC2=C(C1C1=CC(=CC2=CC=CC=C12)O)F)N1CC(C1)N(C)C)N1CC(C1)N(C)C 4-(6-chloro-2,4-bis(3-(dimethylamino)azetidin-1-yl)-8-fluoro-quinazolin-7-yl)naphthalen-2-ol